(1-(3-fluoropyridin-2-yl)azetidin-3-yl)methanone FC=1C(=NC=CC1)N1CC(C1)C=O